C(C)(=O)NC=1C=C2C(=CN1)N(C=C2C2=NC(=CC(=C2)C=2C=NC(=CC2)CN2CC(C1(CCN(CC1)C(=O)OC(C)(C)C)CC2)(F)F)[C@]2(COCC2)OC)C Tert-butyl 9-[(2'-{5-acetamido-1-methylpyrrolo[2,3-c]pyridin-3-yl}-6'-[(3R)-3-methoxyoxolan-3-yl]-[3,4'-bipyridin]-6-yl)methyl]-7,7-difluoro-3,9-diazaspiro[5.5]undecane-3-carboxylate